(S)-2-(1,3-dioxoisoindolin-2-yl)-4-phenylbutyric acid O=C1N(C(C2=CC=CC=C12)=O)[C@H](C(=O)O)CCC1=CC=CC=C1